C(C1=CC=CC=C1)OC=1C(=NN(C1C1=NN=CN1CC1=CC=C(C=C1)OC)CCO[Si](C)(C)C(C)(C)C)C 2-[4-benzyloxy-5-[4-[(4-methoxyphenyl)methyl]-1,2,4-triazol-3-yl]-3-methyl-pyrazol-1-yl]ethoxy-tert-butyl-dimethyl-silane